(1R,2S,5S)-2-(((7-fluoroquinolin-6-yl)methyl)amino)-5-(((R)-1-(pyrazolo[1,5-a]pyridin-7-yl)ethyl)amino)cyclohexan-1-ol FC1=C(C=C2C=CC=NC2=C1)CN[C@@H]1[C@@H](C[C@H](CC1)N[C@H](C)C1=CC=CC=2N1N=CC2)O